2,2-difluoro-N-[(2R,3S)-2-(4-fluoro-3-methoxy-phenyl)-1-[1-(4-fluorophenyl)indazol-5-yl]-5-oxo-pyrrolidin-3-yl]propanamide FC(C(=O)N[C@@H]1[C@H](N(C(C1)=O)C=1C=C2C=NN(C2=CC1)C1=CC=C(C=C1)F)C1=CC(=C(C=C1)F)OC)(C)F